NC=1C2=C(N=CN1)N(C=C2C2CCN(CC2)C)[C@H]2[C@@H]([C@@H]([C@H](C2)CNCCCNCCC2=CC=CC=C2)O)O (1R,2S,3R,5R)-3-(4-Amino-5-(1-methylpiperidin-4-yl)-7H-pyrrolo[2,3-d]pyrimidin-7-yl)-5-(((3-(phenethylamino)propyl)amino)methyl)cyclopentane-1,2-diol